7-(2-chloroacetyl)-5-fluoro-2H-benzo[b][1,4]oxazin-3(4H)-one ClCC(=O)C=1C=C(C2=C(OCC(N2)=O)C1)F